dimethylolbiguanide C(O)N=C(NC(N)=NCO)N